N-((2-(3,5-dimethoxyphenyl)propan-2-yl)oxy)-6-(4-ethoxyphenyl)pyrazine-2-carboxamide COC=1C=C(C=C(C1)OC)C(C)(C)ONC(=O)C1=NC(=CN=C1)C1=CC=C(C=C1)OCC